Spiro[2.2]pentan-1-ylmethyl-(2-{2-chloro-4-fluoro-5-[3-methyl-2,6-dioxo-4-(trifluoromethyl)-3,6-dihydropyrimidin-1(2H)-yl]phenoxy}phenoxy)acetat C1(CC12CC2)COC(COC2=C(C=CC=C2)OC2=C(C=C(C(=C2)N2C(N(C(=CC2=O)C(F)(F)F)C)=O)F)Cl)=O